6-chloro-3-{1-[4-((S)-3-fluoro-pyrrolidine-1-carbonyl)-phenyl]-1H-[1,2,3]triazol-4-yl}-1H-quinolin-2-one ClC=1C=C2C=C(C(NC2=CC1)=O)C=1N=NN(C1)C1=CC=C(C=C1)C(=O)N1C[C@H](CC1)F